(2R,3S)-3-((5-fluoro-2-(2-methoxy-7-methylquinoxalin-5-yl)benzo[d]thiazol-6-yl)oxy)butan-2-yl (6-(2-oxooxazolidin-3-yl)pyridin-3-yl)carbamate O=C1OCCN1C1=CC=C(C=N1)NC(O[C@H](C)[C@H](C)OC1=CC2=C(N=C(S2)C2=C3N=CC(=NC3=CC(=C2)C)OC)C=C1F)=O